NC1=C2N(C(N(C2=NC=N1)[C@H]1[C@H](CN(CC1)C1CCNCC1)F)=O)C1=CC=C(C=C1)OC1=CC=CC=C1 |o1:10,11| rel-6-amino-9-((3S,4R)-3-fluoro-[1,4'-bipiperidin]-4-yl)-7-(4-phenoxyphenyl)-7,9-dihydro-8H-purin-8-one